NC1=CC(=C(C=N1)N1N=C(C(=C1)C1=CN=C(N1C)C(=O)NC1=CC(=C(C=C1)C(=O)N1CCN(CC1)C(=O)C1CCNCC1)Cl)C(F)(F)F)C 5-[1-(6-amino-4-methyl-3-pyridyl)-3-(trifluoromethyl)pyrazol-4-yl]-N-[3-chloro-4-[4-(piperidine-4-carbonyl)piperazine-1-carbonyl]phenyl]-1-methyl-imidazole-2-carboxamide